2,5-dimethylpiperidin-4-one CC1NCC(C(C1)=O)C